glutamyl-cysteinyl-glycine N[C@@H](CCC(=O)O)C(=O)N[C@@H](CS)C(=O)NCC(=O)O